FC(C1=CC=2N(C=C1)N=C(N2)N[C@@H]2C[C@H](CC2)NC2=NC=CC=C2N2C(C1=NC=CC=C1C2=O)([2H])[2H])(F)F 6-(((1S,3S)-3-((7-(trifluoromethyl)-[1,2,4]triazolo[1,5-a]pyridin-2-yl)amino)cyclopentylamino)pyridin-3-yl)-6,7-dihydro-5H-pyrrolo[3,4-b]pyridin-5-one-7,7-d2